CC1(OB(OC1(C)C)C=1C=C(C=CC1)[C@@]1(COC2=C1C=CN=C2)O)C (R)-3-(3-(4,4,5,5-tetramethyl-1,3,2-dioxaborolan-2-yl)phenyl)-2,3-dihydrofuro[3,2-d]pyridin-3-ol